6,8-dimethylimidazo[1,2-a]pyrazin-2-yl trifluoromethanesulfonate FC(S(=O)(=O)OC=1N=C2N(C=C(N=C2C)C)C1)(F)F